3-(6-fluoro-1H-benzimidazol-2-yl)-1H-pyrazolo[3,4-b]pyridin-5-amine FC=1C=CC2=C(NC(=N2)C2=NNC3=NC=C(C=C32)N)C1